O=C1C=2C=C(C=CC2C2=C1N=C(N=C2)C(F)(F)F)NC(C=CC2=NC=CC=C2)=O N-(9-oxo-2-trifluoromethyl-9H-indeno[2,1-d]pyrimidin-7-yl)-3-(2-pyridinyl)acrylamide